ClC=1C=C(C=CC1C(=O)N1CCN(CC1)C(C1CCNCC1)=O)NC(=O)C=1N(C=CN1)C N-[3-Chloro-4-(4-Isonipecotoylpiperazine-1-Carbonyl)Phenyl]-1-Methyl-Imidazole-2-Carboxamide